1-(tert-Butyl)-5-fluoro-N-(2-fluoro-4-methyl-5-(2-methyl-8-morpholinoimidazo[1,2-b]pyridazin-6-yl)phenyl)-1H-pyrazole-4-carboxamide C(C)(C)(C)N1N=CC(=C1F)C(=O)NC1=C(C=C(C(=C1)C=1C=C(C=2N(N1)C=C(N2)C)N2CCOCC2)C)F